5,10-diformylphenyl-15,20-diphenyl-porphyrin C(=O)C=1C=CC=C(C1)C1=C2NC(=C1)C=C1C=CC(=N1)C(=C1C=CC(N1)=C(C=1C=CC(N1)=C2C2=CC=CC=C2)C2=CC=CC=C2)C=O